C(C)(C)(C)OC(NCCNC(=O)OC(C)(C)C)=O (2-((t-butoxycarbonyl)amino)ethyl)carbamic acid tert-butyl ester